2-((16-(trimethylsilyl)hexadec-15-yn-1-yl)thio)ethyl hydrogen ((2-(2-amino-6-oxo-1,6-dihydro-9H-purin-9-yl)ethoxy)methyl)phosphonate NC=1NC(C=2N=CN(C2N1)CCOCP(OCCSCCCCCCCCCCCCCCC#C[Si](C)(C)C)(O)=O)=O